(S)-2-((1-(5-fluoro-3-methylbenzofuran-2-yl)-2-methylpropyl)amino)-1H-benzo[d]imidazole-6-carbonitrile FC=1C=CC2=C(C(=C(O2)[C@H](C(C)C)NC2=NC3=C(N2)C=C(C=C3)C#N)C)C1